3-amino-N-(2-dimethylaminoethyl)-2-ethyl-butyramide NC(C(C(=O)NCCN(C)C)CC)C